BrCCCOC1=C(C=C(C=O)C=C1)OC 4-(3-bromopropyloxy)-3-methoxybenzaldehyde